N-(3,4-dihydroxyphenethyl)-4-iodobenzamide OC=1C=C(CCNC(C2=CC=C(C=C2)I)=O)C=CC1O